N-t-butyl-methylamine C(C)(C)(C)NC